6-chloro-4-((1S,2S)-2-ethylcyclopropyl)pyridazin-3-amine ClC1=CC(=C(N=N1)N)[C@@H]1[C@H](C1)CC